(methoxymethyl)diphenyl-phosphorus oxide COCP(C1=CC=CC=C1)(C1=CC=CC=C1)=O